(3-acetyl-5-(difluoromethyl)-4-fluorophenyl)carbamic acid tert-butyl ester C(C)(C)(C)OC(NC1=CC(=C(C(=C1)C(F)F)F)C(C)=O)=O